P1C=CC=C1.[P] phosphorus (phosphole)